ClC1=C(C=CC(=C1NC=1C(=C2C(N(C=NC2=CC1)C)=O)F)F)NS(=O)(=O)N1CC(C1)COC N-(2-chloro-4-fluoro-3-((5-fluoro-3-methyl-4-oxo-3,4-dihydroquinazolin-6-yl)amino)phenyl)-3-(methoxymethyl)azetidine-1-sulfonamide